C(CCCCCCCCCCCCCCCCC)C(=O)CCCCCCCCCCCCCCCCCC stearylketone